FC1=C(C(=O)O)C=C(C=C1)OC=1C(=C2C=CNC2=CC1F)CS(=O)(=O)C 2-Fluoro-5-((6-fluoro-4-((methylsulfonyl)methyl)-1H-indol-5-yl)oxy)benzoic acid